FC[C@H](CN(CC[C@@H](C(=O)O)NC(CC(C(F)(F)F)(C)C)=O)CCCCC1=NC=2NCCCC2C=C1)OC (S)-4-(((S)-3-fluoro-2-methoxypropyl)(4-(5,6,7,8-tetrahydro-1,8-naphthyridin-2-yl)butyl)amino)-2-(4,4,4-trifluoro-3,3-dimethylbutanamido)butanoic acid